2-(4-(4-(3-carboxypropionamido)phenyl)-5-cyclopropylthiazol-2-ylamino)-5-(trifluoromethyl)nicotinic acid C(=O)(O)CCC(=O)NC1=CC=C(C=C1)C=1N=C(SC1C1CC1)NC1=C(C(=O)O)C=C(C=N1)C(F)(F)F